C1(CCCCC1)C[C@@H](C(N[C@@H](CCC(N(CCOC(NCC)=O)C)=O)CO)=O)NC(OCC1=CC(=CC=C1)Cl)=O 3-Chlorobenzyl ((12S,15S)-16-cyclohexyl-12-(hydroxymethyl)-8-methyl-4,9,14-trioxo-5-oxa-3,8,13-triazahexadecan-15-yl)carbamate